3-amino-2,6-dioxo-4-(trifluoromethyl)-3,6-dihydropyrimidin NN1C(NC(C=C1C(F)(F)F)=O)=O